1,3-diphenyl-2-propyn-1-one-O-methyloxime CON=C(C#CC1=CC=CC=C1)C1=CC=CC=C1